(S)-5-((4-((2-hydroxy-1-phenylethyl)amino)-5-(3-(2-hydroxypropan-2-yl)-1,2,4-oxadiazol-5-yl)pyridin-2-yl)amino)-3,3-dimethylbenzo[c][1,2]oxaborol-1(3H)-ol OC[C@H](C1=CC=CC=C1)NC1=CC(=NC=C1C1=NC(=NO1)C(C)(C)O)NC1=CC2=C(B(OC2(C)C)O)C=C1